(1R,3R)-N-(7-chloro-6-(1-((3S,4S)-4-hydroxy-3-methyltetrahydrofuran-3-yl)piperidin-4-yl)isoquinolin-3-yl)-3-(2-hydroxypropan-2-yl)cyclobutane-1-carboxamide ClC1=C(C=C2C=C(N=CC2=C1)NC(=O)C1CC(C1)C(C)(C)O)C1CCN(CC1)[C@]1(COC[C@H]1O)C